4-(6-(3,6-Diazabicyclo[3.1.1]hept-3-yl)pyridin-3-yl)-6-(2-hydroxyethoxy)pyrazolo[1,5-a]pyridine-3-carbonitrile dihydrochloride Cl.Cl.C12CN(CC(N1)C2)C2=CC=C(C=N2)C=2C=1N(C=C(C2)OCCO)N=CC1C#N